(2S,4R)-4-fluoro-N-[(S)-[6-fluoro-5-(propan-2-yl)pyridin-2-yl](phenyl)methyl]-1-[2-(2-methylquinolin-5-yl)acetyl]pyrrolidine-2-carboxamide F[C@@H]1C[C@H](N(C1)C(CC1=C2C=CC(=NC2=CC=C1)C)=O)C(=O)N[C@@H](C1=CC=CC=C1)C1=NC(=C(C=C1)C(C)C)F